N[C@](C(=O)O)(CC1=C(C=C(C=C1)B(O)O)N)C (S)-2-amino-3-(2-amino-4-dihydroxyborylphenyl)-2-methylpropanoic acid